FC=1C=C(C=C(C1)OC(C)C)C1=CC2=C(O[C@H](CN2S(=O)(=O)C2=CC(=CC=C2)C(F)(F)F)C23CCC(CC2)(C3)C(=O)O)C=C1 4-((S)-6-(3-fluoro-5-isopropoxyphenyl)-4-((3-(trifluoromethyl)phenyl)sulfonyl)-3,4-dihydro-2H-benzo[b][1,4]oxazin-2-yl)bicyclo[2.2.1]heptane-1-carboxylic acid